1-bromo-2,6-dichlorobenzene BrC1=C(C=CC=C1Cl)Cl